FC=1C(=NC=CC1OC)C#N 3-fluoro-4-methoxypicolinonitrile